mono-cinnamyl alcohol trifluoroborate B(F)(F)F.C(C=CC1=CC=CC=C1)O